1'-(tert-butoxycarbonyl)-7-formyl-3'-methyl-2H-spiro[benzofuran-3,4'-piperidine]-6-carboxylic acid C(C)(C)(C)OC(=O)N1CC(C2(CC1)COC1=C2C=CC(=C1C=O)C(=O)O)C